ClC1=C2C=C(N(C2=CC=C1Cl)C)C(=O)N[C@H](CO)C1=C(C=C(C(=O)O)C=C1)C 4-[(1S)-1-[[(4,5-dichloro-1-methyl-1H-indol-2-yl)carbonyl]amino]-2-hydroxyethyl]-3-methyl-benzoic acid